BrC=1C=C2C(=C(N1)Br)SC=C2C 5,7-dibromo-3-methylthieno[2,3-c]pyridine